B(O)(O)C=1C=C(C(=O)O)C=CC1OC 3-BORONO-4-METHOXYBENZOIC ACID